ClC=1C(=NC(=NC1)NC1=NC=C(C=C1)N1CCN(CC1)C)NC1=CC=C(C=C1)CC 5-chloro-N4-(4-ethylphenyl)-N2-(5-(4-methylpiperazin-1-yl)pyridin-2-yl)pyrimidine-2,4-diamine